OC(CC(=O)O)C.OC(CC(=O)O)C 3-hydroxybutyric acid (3-hydroxybutyrate)